N[N+]1=C(C(=CC(=C1)Br)Cl)CC#N 1-amino-5-bromo-3-chloro-2-(cyanomethyl)pyridin-1-ium